NC1=C(C=NN1)C(=O)NC1=CC(=CC=C1)O 5-amino-N-(3-hydroxyphenyl)-1H-pyrazole-4-carboxamide